3-(3-((3'H-spiro[cyclopropane-1,2'-[1,4]oxazepino[7,6-g]quinoline]-4'(5'H)-yl)methyl)-4-methylphenyl)-3-(1,4-dimethyl-1H-benzo[d][1,2,3]triazol-5-yl)-2,2-dimethylpropionic acid O1C2(CN(CC=3C1=CC=1C=CC=NC1C3)CC=3C=C(C=CC3C)C(C(C(=O)O)(C)C)C3=C(C1=C(N(N=N1)C)C=C3)C)CC2